O=C1NC(CCC1N1C(N(C2=C1C=CC(=C2)CN2CCN(CC2)C2CCN(CC2)C(=O)OC(C)(C)C)C)=O)=O 1-Tert-butyl 4-[4-[[1-(2,6-dioxo-3-piperidyl)-3-methyl-2-oxo-benzimidazol-5-yl]methyl] piperazin-1-yl]piperidine-1-carboxylate